6-iodo-1-(tetrahydro-2H-pyran-2-yl)-1H-indazole IC1=CC=C2C=NN(C2=C1)C1OCCCC1